Diphenyl fumarate C(\C=C\C(=O)OC1=CC=CC=C1)(=O)OC1=CC=CC=C1